C(=C)(C)CC(C)(C)C isooctanen